6-benzyloxy-1,8b-dihydroxy-8-methoxy-3a-(4-methoxyphenyl)-3-phenyl-2,3-dihydro-1H-cyclopenta[b]benzofuran-2-carboxylic acid C(C1=CC=CC=C1)OC1=CC2=C(C3(C(O2)(C(C(C3O)C(=O)O)C3=CC=CC=C3)C3=CC=C(C=C3)OC)O)C(=C1)OC